N2-[1-(6-fluoro-2-pyridinyl)-1-methyl-ethyl]-6-(3-methylimidazo[1,5-a]pyridin-6-yl)-1,3,5-triazine-2,4-diamine FC1=CC=CC(=N1)C(C)(C)NC1=NC(=NC(=N1)N)C=1C=CC=2N(C1)C(=NC2)C